4-amino-2-oxo-1-(3,4,5,6-tetrahydro-2H-pyran-4-yl)-7-(trifluoromethyl)-1,2-dihydroquinoline-3-carboxylic acid methyl ester COC(=O)C=1C(N(C2=CC(=CC=C2C1N)C(F)(F)F)C1CCOCC1)=O